The molecule is an azabicycloalkane compound having angelyloxy and echimidinyloxymethyl substituents attached to the ring system. It is an azabicycloalkane, a diester and a 2-methylbut-2-enoic acid. It derives from an angelic acid and an isocrotonic acid. C/C=C(/C)\\C(=O)O[C@H]1CCN2[C@@H]1C(=CC2)COC(=O)[C@]([C@H](C)O)(C(C)(C)O)O